dioxabicyclo[4.2.2]decane C12OOCCC(CC1)CC2